C1(C=CCC1)B1OC(C(O1)(C)C)(C)C 2-(cyclopent-2-en-1-yl)-4,4,5,5-tetramethyl-1,3,2-dioxaborolane